FC1=C(C=CC=C1)C=1C=CC(=NC1)OC1N(CC1)C(=O)NC=1N=NC=CC1 {[5-(2-Fluorophenyl)pyridin-2-yl]oxy}-N-(pyridazin-3-yl)azetidine-1-carboxamide